4-Amino-1-(4-aminophenyl)-2-oxo-7-(difluoromethyl)-1,2-dihydroquinoline-3-carboxylic acid methyl ester COC(=O)C=1C(N(C2=CC(=CC=C2C1N)C(F)F)C1=CC=C(C=C1)N)=O